benzyl (4-oxooct-7-en-1-yl)carbamate O=C(CCCNC(OCC1=CC=CC=C1)=O)CCC=C